2-(2-((5-chloro-7-(methylamino)benzofuran-3-yl)methoxy)phenyl)acetic acid ethyl ester C(C)OC(CC1=C(C=CC=C1)OCC1=COC2=C1C=C(C=C2NC)Cl)=O